C(C1=CC=CC=C1)OC(=O)N1CC(N(CC1)C(=O)OCC1=CC=CC=C1)C(=O)O bis((benzyloxy)carbonyl)piperazine-2-carboxylic acid